ClC=1C(=C(C(=CC1)OC(F)F)C=1C=CC(=NC1)C(C(=O)NC1=CC=C(C(=O)OC(C)(C)C)C=C1)CC1CCC(CC1)(F)F)F tert-Butyl 4-(2-(5-(3-chloro-6-(difluoromethoxy)-2-fluorophenyl)pyridin-2-yl)-3-(4,4-difluorocyclohexyl)propanamido)benzoate